2,5,8,10-Tetraoxatridec-12-enoic acid C(OCCOCCOCOCC=C)(=O)O